5-oxo-4-((tetrahydro-2H-pyran-4-yl)methyl)-4,5-dihydropyrazolo[1,5-a]pyrimidine-6-carboxamide O=C1N(C=2N(C=C1C(=O)N)N=CC2)CC2CCOCC2